BrC=1C=CC(=NC1)C=1CCOCC1 5-bromo-2-(3,6-dihydro-2H-pyran-4-yl)pyridine